C(#N)CC1(CN(C1)C1CCN(CC1)C(=O)NC1=C(C(=CC=C1)C(F)(F)F)F)N1N=CC(=C1)C=1C2=C(N=CN1)NC=C2 4-{3-(cyanomethyl)-3-[4-(7H-pyrrolo[2,3-d]pyrimidin-4-yl)-1H-pyrazol-1-yl]azetidin-1-yl}-N-[2-fluoro-3-(trifluoromethyl)phenyl]piperidine-1-carboxamide